dimethylcarbamoyl-4,6,7,8-tetrahydropyrazolo[4,3-c]azepine-5(2H)-carboxylate CN(C(=O)OC(=O)N1CC=2C(CCC1)=NNC2)C